2-methylindazol CN1N=C2C=CC=CC2=C1